4-(4-isobutyrylpiperazin-1-yl)-1-(5-methyl-1,3,4-thiadiazol-2-yl)-N-(3-methyloxetan-3-yl)-1H-indazole-6-sulfonamide C(C(C)C)(=O)N1CCN(CC1)C1=C2C=NN(C2=CC(=C1)S(=O)(=O)NC1(COC1)C)C=1SC(=NN1)C